COC(=O)N1CC(C1)C1=CN=C(O1)C1=CC(=C(C(=C1)NC(=O)C1=CN=C2N1C=CC=C2)C)F 3-(2-(3-fluoro-5-(imidazo[1,2-a]pyridine-3-carboxamido)-4-methylphenyl)oxazol-5-yl)azetidine-1-carboxylic acid methyl ester